3-(2-(5-(4-hydroxybenzylidene)-3-(4-methoxyphenyl)-4-oxothiazolidin-2-ylidene)hydrazono)-5-fluoro-1H-indol-2-one OC1=CC=C(C=C2C(N(C(S2)=NN=C2C(NC3=CC=C(C=C23)F)=O)C2=CC=C(C=C2)OC)=O)C=C1